2-(bromomethyl)allyloxy-tert-butyl-diphenyl-silane BrCC(CO[Si](C1=CC=CC=C1)(C1=CC=CC=C1)C(C)(C)C)=C